O=C1NC(CCC1N1C(C2=CC=CC(=C2C1=O)OCC=1N=NN(C1)CC1CCNCC1)=O)=O 2-(2,6-dioxo-3-piperidyl)-4-[[1-(4-piperidylmethyl)triazol-4-yl]methoxy]isoindoline-1,3-dione